P(=S)(SCCC[Si](OCC)(OCC)OCC)([S-])[O-] (3-triethoxysilyl-1-propyl) trithiophosphate